2-hydroxy-2-(pyridin-3-yl)acetic acid OC(C(=O)O)C=1C=NC=CC1